8-fluoro-3,4-dihydroisoquinolin-1-one FC=1C=CC=C2CCNC(C12)=O